C(CCC)(=S)N Thiobutyric Amide